FC1=CC=C(C=C1)/N=C/C1=CC=C(C=C1)C (E)-N-(4-fluorophenyl)-1-(p-tolyl)methanimine